tert-butyl((2-(2,6-dioxopiperidin-3-yl)-3-oxoisoindolin-5-yl)methyl)bicyclo[1.1.1]pentane-1,3-diyldicarbamate C(C)(C)(C)OC(NC12CC(C1)(C2)N(C([O-])=O)CC=2C=C1C(N(CC1=CC2)C2C(NC(CC2)=O)=O)=O)=O